OCCN(CCN(C(OC(C)(C)C)=O)C)C tert-butyl (2-((2-hydroxyethyl)(methyl)amino)ethyl)(methyl)carbamate